3-[(2-chloro-6-fluorophenyl)methyl]-4-[(4,4-difluorocyclohexyl)methyl]-4,5-dihydro-1,2,4-oxadiazol-5-one ClC1=C(C(=CC=C1)F)CC1=NOC(N1CC1CCC(CC1)(F)F)=O